tert-butyl but-3-en-1-yl(3-(pyridin-4-yl)bicyclo[1.1.1]pentan-1-yl)carbamate C(CC=C)N(C(OC(C)(C)C)=O)C12CC(C1)(C2)C2=CC=NC=C2